methyl (1R)-cis-3-oxo-2-pentyl-1-cyclopentaneacetate O=C1[C@H]([C@H](CC1)CC(=O)OC)CCCCC